N1C[C@H](CC1)C(=O)O (3S)-3-Pyrrolidinecarboxylic acid